BrC1=CC=C(C=C1)[C@H](C)NC(OCC1C2=CC=CC=C2C=2C=CC=CC12)=O (S)-(9H-fluoren-9-yl)methyl (1-(4-bromophenyl)ethyl)carbamate